Methyl-1,2-benzisothiazol-3-one CC1=CC=CC2=C1C(NS2)=O